3-(but-3-en-1-yl)-6-methylquinazolinone C(CC=C)N1C(N=C2C=CC(=CC2=C1)C)=O